(3-bromo-2-chloro-phenyl)-3-[(3-fluoroazetidin-1-yl)methyl]-1,7-naphthyridin-8-amine BrC=1C(=C(C=CC1)C1=NC2=C(N=CC=C2C=C1CN1CC(C1)F)N)Cl